Indium-manganese [Mn].[In]